NC1=NN(C2=C1C=NC(=C2)C(=O)N2CC1CCC(C2)O1)CC(F)(F)F [3-amino-1-(2,2,2-trifluoroethyl)pyrazolo[4,3-c]pyridin-6-yl]-(8-oxa-3-aza-bicyclo[3.2.1]octan-3-yl)methanone